3-[2-({[3-fluoro-1-(3-fluoro-6-methyl(2-pyridyl))cyclobutyl]methyl}amino)pyrimidin-5-yl]benzamide FC1CC(C1)(C1=NC(=CC=C1F)C)CNC1=NC=C(C=N1)C=1C=C(C(=O)N)C=CC1